C(C)NC(=O)C1=C(C=CC(=C1)F)NC(CC1CCN(CCC1)C(=O)OC(C)(C)C)=O tert-Butyl 4-(2-((2-(ethylcarbamoyl)-4-fluorophenyl)amino)-2-oxoethyl)azepane-1-carboxylate